C(C=C)(=O)N1C[C@@H](N(CC1)C=1C2=C(N(C(N1)=O)C=1N(CN=CC1S(=O)(=O)C)C(C)C)N=C(C(=C2)F)C2=C(C=CC=C2O)F)C 4-((S)-4-acryloyl-2-methylpiperazin-1-yl)-6-fluoro-7-(2-fluoro-6-hydroxyphenyl)-1-(3-isopropyl-5-(methylsulfonyl)pyrimidin-4-yl)pyridino[2,3-d]pyrimidin-2(1H)-one